methyl (2E)-2-[2-[(1,3-dioxoisoindolin-2-yl)oxymethyl]phenyl]-2-meth-oxyimino-acetate O=C1N(C(C2=CC=CC=C12)=O)OCC1=C(C=CC=C1)\C(\C(=O)OC)=N/OC